NC1=C(C(=C2COC(C2=C1)CC#N)Br)Cl 2-(6-Amino-4-bromo-5-chloro-1,3-dihydroisobenzofuran-1-yl)acetonitrile